FC1=C(C=CC(=C1)CN1CCN(CC1)C)NC(N)=O 3-(2-fluoro-4-((4-methylpiperazin-1-yl)methyl)phenyl)urea